C(C1=CC=CC=C1)N([C@@H](C)C(=O)O)C([C@@H](CCC)NC(=O)OC(C)(C)C)=O N-benzyl-N-((R)-2-((tert-butoxycarbonyl)amino)pentanoyl)-L-alanine